FC/C=C/C(=O)N1[C@H](CN(CC1)C1=NC(=NC=2C[C@@H](CCC12)C1=CC(=CC2=CC=CC=C12)O)OC[C@H]1N(CCC1)C)CC#N 2-((S)-1-((E)-4-fluorobut-2-enoyl)-4-((R)-7-(3-hydroxynaphthalen-1-yl)-2-(((S)-1-methylpyrrolidin-2-yl)methoxy)-5,6,7,8-tetrahydroquinazolin-4-yl)piperazin-2-yl)acetonitrile